o-(7-Azabenzotriazol-1-yl)-N,N,N',N'-tetramethyluronium hexafluorophosphate CN(C)C(=[N+](C)C)ON1C2=C(C=CC=N2)N=N1.F[P-](F)(F)(F)(F)F